N-(2,5-difluoro-4-((3-(2-(((3S,5S)-5-fluoro-5-methylpiperidin-3-yl)amino)pyrimidin-4-yl)pyridin-2-yl)oxy)-3-methylphenyl)-1-(p-tolyl)methanesulfonamide FC1=C(C=C(C(=C1C)OC1=NC=CC=C1C1=NC(=NC=C1)N[C@@H]1CNC[C@@](C1)(C)F)F)NS(=O)(=O)CC1=CC=C(C=C1)C